CN1N=C(C2=CC(=CC=C12)C)C(=O)N1C[C@@](CCC1)(C1=CC=C(C=C1)C)C1=NC=CC=C1 |o1:15| (R or S)-(1,5-dimethyl-1H-indazol-3-yl)(3-(pyridin-2-yl)-3-(p-tolyl)piperidin-1-yl)methanone